((6-methoxypyridin-3-yl)methyl)benzamide COC1=CC=C(C=N1)CC1=C(C(=O)N)C=CC=C1